tetrachlorotetrafluorobutene ClC(C(C(=C(F)F)F)(F)Cl)(Cl)Cl